7,8,9,10-Tetrahydro-5H-pyrazino[1,2-a]pyrido[3,2-e]pyrazin-6(6aH)-one N1=CC=CC=2NC(C3N(C21)CCNC3)=O